ClC1=C2CCN(C2=CC=C1Cl)C(=O)OCCC1=CC(=NO1)C(=O)OCC ethyl 5-(2-((4,5-dichloroindoline-1-carbonyl)oxy)ethyl)isoxazole-3-carboxylate